CC1(CN(C1)C=1OC2=C(C=C(C=C2C(C1)=O)C)C(C)NC1=C(C(=O)O)C=CC=C1)C 2-((1-(2-(3,3-Dimethylazetidin-1-yl)-6-methyl-4-oxo-4H-chromen-8-yl)ethyl)amino)benzoic acid